FC(C(C(F)(F)F)(O)C1=CC=C(C=C1)C1=C(C=C(C=C1)CN1C[C@H](N(CC1)CC1=CC=NC=C1)CC(=O)NC(C)C)C)(F)F (R)-2-(4-((4'-(1,1,1,3,3,3-hexafluoro-2-hydroxypropan-2-yl)-2-methyl-[1,1'-biphenyl]-4-yl)methyl)-1-(pyridin-4-ylmethyl)piperazin-2-yl)-N-isopropylacetamide